BrC1(C(=NN(C1=O)C)C(C)C)C 4-bromo-1,4-dimethyl-3-(propan-2-yl)-4,5-dihydro-1H-pyrazol-5-one